C(C)(=O)[C@@H]1N(CCN(C1)C(=O)OCC1=CC=CC=C1)C(=O)OC(C)(C)C 4-Benzyl 1-tert-butyl (2R)-2-acetylpiperazine-1,4-dicarboxylate